N-((3S,4S)-4-hydroxypyrrolidin-3-yl)-3-azabicyclo[3.1.0]hexane-3-carboxamide O[C@@H]1[C@H](CNC1)NC(=O)N1CC2CC2C1